CC(CCCCCC)O C2-octanol